3-[2-(methoxymethoxy)-4-(1-tetrahydropyran-2-ylpyrazol-4-yl)phenyl]-5H-pyrrolo[3,2-c]pyridazine COCOC1=C(C=CC(=C1)C=1C=NN(C1)C1OCCCC1)C1=CC2=C(N=N1)C=CN2